tert-butyl N-[3-[4-(5-cyano-2-pyridinyl)-1,4-diazepan-1-yl]-3-oxopropyl]-N-methylcarbamate C(#N)C=1C=CC(=NC1)N1CCN(CCC1)C(CCN(C(OC(C)(C)C)=O)C)=O